(S)-4-(cyclopropylethynyl)-6-fluoro-7-((4-methyl-6-oxopyrimidin-1(6H)-yl)methyl)-4-(trifluoromethyl)-1,4-dihydro-2H-benzo[d][1,3]oxazin-2-one C1(CC1)C#C[C@]1(C2=C(NC(O1)=O)C=C(C(=C2)F)CN2C=NC(=CC2=O)C)C(F)(F)F